1-(Benzo[d]thiazol-5-yl)-N-((tetrahydro-2H-pyran-4-yl)methyl)methylamine S1C=NC2=C1C=CC(=C2)CNCC2CCOCC2